(3,4-dichlorophenyl)-4-[4-(6-methoxypyridin-3-yl)-2-oxo-2,3-dihydro-1H-1,3-benzodiazol-1-yl]piperidine-1-carboxamide ClC=1C=C(C=CC1Cl)C1N(CCC(C1)N1C(NC2=C1C=CC=C2C=2C=NC(=CC2)OC)=O)C(=O)N